N-(3-(4-((4-phenoxyphenyl)amino)pyrimidin-5-yl)phenyl)acrylamide O(C1=CC=CC=C1)C1=CC=C(C=C1)NC1=NC=NC=C1C=1C=C(C=CC1)NC(C=C)=O